CN(C/C=C/C(=O)N1CC2=C(C(C1)C1=C(C=C(C=C1)CO)C=1C(=NN(C1)CC)C(F)(F)F)C=C(S2)C#N)C (E)-6-(4-(Dimethylamino)but-2-enoyl)-4-(2-(1-ethyl-3-(trifluoromethyl)-1H-pyrazol-4-yl)-4-(hydroxymethyl)phenyl)-4,5,6,7-tetrahydrothieno[2,3-c]pyridine-2-carbonitrile